CNC(C1=C(C=CC=C1)SC1=CC=C2C(=NNC2=C1)\C=C\C1=NC=CC=C1)=O (E)-N-methyl-2-((3-(2-(pyridine-2-yl)vinyl)-1H-indazol-6-yl)thio)benzamide